3-(Mercaptomethyl)-2,5-dimethoxybenzoic acid methyl ester COC(C1=C(C(=CC(=C1)OC)CS)OC)=O